ClC1=C(C=O)C(=CC=C1)OCOCC[Si](C)(C)C 2-chloro-6-((2-(trimethylsilyl)ethoxy)methoxy)-benzaldehyde